Cl.N1=CN=C(C=C1)C1=C2CCO[C@H](C2=CC=C1)CN |o1:12| rel-(R)-(5-(Pyrimidin-4-yl)isochroman-1-yl)methanamine hydrochloride salt